OCCN1CCN(CC1)CCNC=C1C(CC(CC1=O)C=1C=CC=2N(C3=CC=CC=C3SC2C1)CCOC)=O 2-(((2-(4-(2-hydroxyethyl)piperazin-1-yl)ethyl)amino)methylene)-5-(10-(2-methoxyethyl)-10H-phenothiazin-3-yl)cyclohexane-1,3-dione